C(C)(C)(C)C1=NOC(=C1)NC(CC1=CC=C(C=C1)N1C=NC2=C1C=CC(=C2)N2CCC(CC2)O)=O N-(3-(tert-butyl)isoxazol-5-yl)-2-(4-(5-(4-hydroxypiperidin-1-yl)-1H-benzo[d]imidazol-1-yl)phenyl)acetamide